FC1(C2(CNCC1CC2)CO)F (8,8-difluoro-3-azabicyclo[3.2.1]oct-1-yl)methanol